N1=CC(=C2N1CCC1=C(N2)C=CC=C1)C(=O)N 9,10-dihydro-4H-benzo[d]pyrazolo[1,5-a][1,3]diazepine-3-carboxamide